2-chloro-7-fluoropyrrolo[2,1-f][1,2,4]triazine ClC1=NN2C(C=N1)=CC=C2F